3-Methoxy-4-(2-methylfuran-3-amido)benzoic acid COC=1C=C(C(=O)O)C=CC1NC(=O)C1=C(OC=C1)C